C1(C=2C(C(N1CC1C3=C(CC4=C(N1)C=CC=C4)C=CC=C3)=O)=CC=CC2)=O 6-(phthalimidomethyl)-6,11-dihydro-dibenzo-[b,e]azepine